rac-Ethyl 3-((1R,2S)-2-(4-bromo-6-chloro-1-(tetrahydro-2H-pyran-2-yl)-1H-indazol-5-yl)cyclopropyl)propanoate BrC1=C2C=NN(C2=CC(=C1[C@@H]1[C@@H](C1)CCC(=O)OCC)Cl)[C@@H]1OCCCC1 |&1:21|